2-diethylamino-1,3-dimethyl-1,4-dihydropyrimidinium C(C)N(C1[NH+](C=CCN1C)C)CC